C(C)C1=C(C(=NC(=N1)C1=CC(=C(C=C1)OC(F)F)C1=CC=CC=C1)C)C(=O)OCCN1N=C(C=C1)C(F)(F)F 2-(3-(trifluoromethyl)-1H-pyrazol-1-yl)ethan-1-ol ethyl-2-[4-(difluoromethoxy)-3-phenyl-phenyl]-4-methyl-pyrimidine-5-carboxylate